NC=1SC2=C(N1)CC[C@@H](C2)N(CCC)CC2CCN(CC2)C(=O)C2=CC=CC=C2 (S)-(4-(((2-amino-4,5,6,7-tetrahydrobenzo[d]thiazol-6-yl)(propyl)amino)methyl)piperidin-1-yl)(phenyl)methanone